(1R,3R,5R)-3-formyl-2-azabicyclo[3.1.0]hexane-2-carboxylic acid tert-butyl ester C(C)(C)(C)OC(=O)N1[C@@H]2C[C@@H]2C[C@@H]1C=O